3-[4-(3-benzyl-1,2,4-oxadiazol-5-yl)piperazin-1-yl]-7-(1-methyl-1H-pyrazol-4-yl)imidazo[1,2-b]pyridazine C(C1=CC=CC=C1)C1=NOC(=N1)N1CCN(CC1)C1=CN=C2N1N=CC(=C2)C=2C=NN(C2)C